(5s,8s)-N-(2,6-dichloro-4-(trifluoromethyl)benzyl)-5-fluoro-8-hydroxy-5,6,7,8-tetrahydroquinoline-5-carboxamide ClC1=C(CNC(=O)[C@]2(C=3C=CC=NC3[C@H](CC2)O)F)C(=CC(=C1)C(F)(F)F)Cl